rac-(3aR,5R,7S,7aR)-5-(2-methoxyphenyl)-1,3,3,5,7-pentamethyloctahydrobenzo[c]isoxazole COC1=C(C=CC=C1)[C@]1(C[C@@H]2[C@H](N(OC2(C)C)C)[C@H](C1)C)C |r|